1-heneicosanoyl-2-(9Z-heptadecenoyl)-glycero-3-phosphocholine CCCCCCCCCCCCCCCCCCCCC(=O)OC[C@H](COP(=O)([O-])OCC[N+](C)(C)C)OC(=O)CCCCCCC/C=C\CCCCCCC